ethyl 2-(cyclopropylamino)acetate C1(CC1)NCC(=O)OCC